1-hexadecyl-4-nitroindansulfonate C(CCCCCCCCCCCCCCC)C1(CCC2=C(C=CC=C12)[N+](=O)[O-])S(=O)(=O)[O-]